4-(3-isopropyl-2-(4,4,5,5-tetramethyl-1,3,2-dioxaborolan-2-yl)-1H-indole-5-yl)piperidine-1-carboxylic acid tert-butyl ester C(C)(C)(C)OC(=O)N1CCC(CC1)C=1C=C2C(=C(NC2=CC1)B1OC(C(O1)(C)C)(C)C)C(C)C